2-methyl-4-amylphloroglucinol CC1=C(O)C=C(C(=C1O)CCCCC)O